C(CNC(O)=O)NC(O)=O ethane-1,2-diylbiscarbamic acid